C(#N)C1=C(N=CC2=C1OC(CN2C(=O)NC=2C=NC(=C(C2)C#N)N2N=CC=N2)C(F)(F)F)C 8-cyano-N-(5-cyano-6-(2H-1,2,3-triazol-2-yl)pyridin-3-yl)-7-methyl-2-(trifluoromethyl)-2,3-dihydro-4H-pyrido[4,3-b][1,4]oxazine-4-carboxamide